C(C)OCC=1C=C2NC=3C=CC(=CC3C(C2=CC1)(C)C)CN1CCN(CC1)CCO 2-(4-((6-(ethoxymethyl)-9,9-dimethyl-9,10-dihydroacridin-2-yl)methyl)piperazin-1-yl)ethan-1-ol